tert-butyl 3-amino-2-(4-fluoro-3,5-dimethyl-phenyl)-6,7-dihydro-4H-pyrazolo[1,5-a]pyrazine-5-carboxylate NC=1C(=NN2C1CN(CC2)C(=O)OC(C)(C)C)C2=CC(=C(C(=C2)C)F)C